2-bromo-1-(4-isopropylphenyl)ethanone BrCC(=O)C1=CC=C(C=C1)C(C)C